C(C1=CC=CC=C1)OC(=O)N1CC2N(C(N(C(C2)=O)CCCCN2CCN(CC2)C2=NSC3=C2C=CC=C3)=O)CC1 7-[4-(4-Benzo[d]isothiazol-3-yl-piperazin-1-yl)-butyl]-6,8-dioxo-octahydro-pyrazino[1,2-c]pyrimidine-2-carboxylic acid benzyl ester